N-[4-(2-naphthyl)phenyl][1,1'-biphenyl]-3-amine C1=C(C=CC2=CC=CC=C12)C1=CC=C(C=C1)NC=1C=C(C=CC1)C1=CC=CC=C1